ClCC1=NC=CC=N1 2-(chloromethyl)pyrimidine